FC1(CCC(CC1)C(=O)NC1=NC=CC=C1C(=O)N)F 2-[(4,4-difluorocyclohexanecarbonyl)amino]pyridine-3-carboxamide